N[C@H](C(=O)NCCN1C(C=CC1=O)=O)CCN(C(CO)=O)[C@H](C(C)(C)C)C=1N(C=C(N1)C1=C(C=CC(=C1)F)F)CC1=CC=CC=C1 (2S)-2-amino-4-[{(1R)-1-[1-benzyl-4-(2,5-difluorophenyl)-1H-imidazol-2-yl]-2,2-dimethylpropyl}(glycoloyl)amino]-N-[2-(2,5-dioxo-2,5-dihydro-1H-pyrrol-1-yl)ethyl]butanamide